NC1=C(C=NN1CC1=C(C=CC=C1)OC)C(=O)N1C[C@@]2(CCC1)C1=C(NC(O2)=O)C=CC(=C1F)Cl (R)-1'-(5-Amino-1-(2-methoxybenzyl)-1H-pyrazole-4-carbonyl)-6-chloro-5-fluorospiro[benzo[d][1,3]oxazine-4,3'-piperidin]-2(1H)-one